N1C=C(C2=CC=CC=C12)CCC(=O)NC1=CC=C(C=C1)NC1=NC(=NC(=C1)C)N1CCCC1 3-(1H-indol-3-yl)-N-(4-((6-methyl-2-(pyrrolidin-1-yl)pyrimidin-4-yl)amino)phenyl)propionamide